4-[5-(2-aminoethyl)pyrimidin-2-yl]-3-[1-(2,2-dimethylpropyl)-3-methylpyrazol-4-yl]oxybenzonitrile NCCC=1C=NC(=NC1)C1=C(C=C(C#N)C=C1)OC=1C(=NN(C1)CC(C)(C)C)C